N,N-dimethyl-Isopropylethylamine CN(C)C(C)C(C)C